1-[2-anilino-6-[4-(2-morpholinoethoxy)-2-nitro-anilino]-3-pyridyl]ethanone N(C1=CC=CC=C1)C1=NC(=CC=C1C(C)=O)NC1=C(C=C(C=C1)OCCN1CCOCC1)[N+](=O)[O-]